6-(2-fluoro-2'-methyl-3'-((2-methylpyrido[3,2-d]pyrimidin-4-yl)amino)-[1,1'-biphenyl]-3-yl)-2-methoxynicotinaldehyde FC1=C(C=CC=C1C1=NC(=C(C=O)C=C1)OC)C1=C(C(=CC=C1)NC=1C2=C(N=C(N1)C)C=CC=N2)C